CNC(=O)C=1C=CC2=C(OCC[C@@H]3N2CCNC3)N1 (S)-N-Methyl-2,3,4,4a,5,6-hexahydro-1H-pyrazino[1,2-d]pyrido[2,3-b][1,4]oxazepine-9-carboxamide